BrC1=C(C=CC(=C1)Cl)N1C=2N=C3N(C(C2N=C1)=O)CCCCC3 3-(2-bromo-4-chlorophenyl)-3,5,6,7,8,9-hexahydro-11H-azepino[1,2-a]purin-11-one